FC(CN1N=CC=2C1=NC(=CN2)N2CCC1(C(C(N(C1)C1=NC=CC(=C1)C(F)(F)F)=O)CC)CC2)F 8-(1-(2,2-difluoroethyl)-1H-pyrazolo[3,4-b]pyrazin-6-yl)-4-ethyl-2-(4-(trifluoromethyl)pyridin-2-yl)-2,8-diazaspiro[4.5]decan-3-one